4-Hydroxy-3-methoxymandelate OC1=C(C=C(C(C(=O)[O-])O)C=C1)OC